tin pyran O1CC=CC=C1.[Sn]